ClC1=C(C=C2C=C(N=CC2=C1)NC(=O)[C@H]1[C@@H](C1)C1OCCCC1)C1CCN(CC1)[C@@]1(COC[C@@H]1O)C (1R,2R)-N-(7-chloro-6-(1-((3R,4R)-4-hydroxy-3-methyltetrahydrofuran-3-yl)piperidin-4-yl)isoquinolin-3-yl)-2-(tetrahydro-2H-pyran-2-yl)cyclopropane-1-carboxamide